C(C1=CC=CC=C1)C1=C(C=CC2=CC=CC=C12)[O-] benzyl-2-naphtholate